O1C=C(C=C1)C=1N=C(C2=C(N1)SC(=C2)C)NCCCC2=CC=C(C=C2)C2=NC=C(N=C2)OC 2-(furan-3-yl)-N-(3-[4-(5-methoxypyrazin-2-yl)phenyl]propyl)-6-methylthieno[2,3-d]pyrimidin-4-amine